BrC=1C=C(C(=C(ONC(C)=O)C1)C#N)N1CCC2(CC2)CC1 N-(5-bromo-2-cyano-3-(6-azaspiro[2.5]oct-6-yl)phenoxy)acetamide